C(C1=CC=CC=C1)N(C(=O)N[C@H](C(=O)N[C@@H](C)C1=NC2=C(N1)C=CC=C2F)CC(=O)N2[C@H](CCCC2)CC)C (2S)-2-[[benzyl(methyl)carbamoyl]amino]-4-[(2S)-2-ethyl-1-piperidyl]-N-[(1S)-1-(4-fluoro-1H-benzimidazol-2-yl)ethyl]-4-oxo-butanamide